N1(CC(C1)CO)C1CNC1 [1,3-biazetidin]-3-ylmethanol